ethyl 2-[4-[4-(4-bromo-3-methyl-phenoxy)butyl]-1-piperidyl]acetate BrC1=C(C=C(OCCCCC2CCN(CC2)CC(=O)OCC)C=C1)C